1-benzyl-3-hydroxy-4-(thiazolidin-3-ylmethyl)pyridin-2(1H)-one C(C1=CC=CC=C1)N1C(C(=C(C=C1)CN1CSCC1)O)=O